COC(CCC1(C(N(CCN(C1)C(=O)O)C(C1=CC=C(C=C1)OC)=O)=O)C(=O)O)=O.C(C)C1(COC1)COCC1(COC1)CC 3-ethyl-3-[(3-ethyloxetan-3-yl)methoxymethyl]OXETANE 6-(3-methoxy-3-oxopropyl)-4-(4-methoxybenzoyl)-5-oxo-1,4-diazepane-1,6-dicarboxylate